BrC1=CC2=C(OC3(CCN(CC3)C(=O)OCC)O2)C=C1 ethyl 5-bromospiro[1,3-benzodioxole-2,4'-piperidine]-1'-carboxylate